(S)-1-(2-(3-acetyl-5-(2,3-dihydro-1H-inden-5-yl)-1H-indazol-1-yl)acetyl)-N-(6-methylpyridin-2-yl)azetidine-2-carboxamide C(C)(=O)C1=NN(C2=CC=C(C=C12)C=1C=C2CCCC2=CC1)CC(=O)N1[C@@H](CC1)C(=O)NC1=NC(=CC=C1)C